Radium acetat C(C)(=O)[O-].[Ra+2].C(C)(=O)[O-]